(2S)-2-aminopentanedioic acid diethyl ester HCl Cl.C(C)OC([C@H](CCC(=O)OCC)N)=O